BrCCCC(=O)OCC=1C=C(C=C(C1)OCCCCC(=O)OCCCCCCC)OCCCCC(=O)OCCCCCCC Diheptyl 5,5'-((5-(((4-bromobutanoyl)oxy)methyl)-1,3-phenylene)bis(oxy))dipentanoate